4-(3-nitrobenzoyl)benzenesulfonamide [N+](=O)([O-])C=1C=C(C(=O)C2=CC=C(C=C2)S(=O)(=O)N)C=CC1